NC1=NC=C(C=C1C1=NC=C(C=C1)C(=O)N(C)C)C1=C2C(=NC=C1)N(C=C2)C 2'-amino-N,N-dimethyl-5'-(1-methyl-1H-pyrrolo[2,3-b]pyridin-4-yl)-[2,3'-bipyridine]-5-carboxamide